(1S,4S)-4-acetamido-N-((S)-(3-chloro-2-fluoro-5-hydroxyphenyl)(4-fluorobicyclo[2.2.1]heptan-1-yl)methyl)-3,3-difluorocyclopentane-1-carboxamide C(C)(=O)N[C@@H]1C(C[C@H](C1)C(=O)N[C@@H](C12CCC(CC1)(C2)F)C2=C(C(=CC(=C2)O)Cl)F)(F)F